N[C@@H](C(C)C)C(=O)NC(CC)S(=O)(=O)O ((L-valyl)amino)-1-propanesulfonic acid